C(C)(C)C1C2(NCC(N2)=O)CC(CC1)C 6-isopropyl-9-methyl-1,4-diazaspiro[4.5]decan-2-one